C(C)(C)(C)OC(=O)N1CCN(CC1)C1=C(C=C(C=C1)C1C(CCC2=CC(=CC=C12)OC)C1=CC=CC=C1)F 4-(2-fluoro-4-(6-methoxy-2-phenyl-1,2,3,4-tetrahydronaphthalen-1-yl)phenyl)piperazine-1-carboxylic acid tert-butyl ester